CC=1C=C(C=CC1)C1=CC=CC(=C1)C 3,5'-dimethylbiphenyl